2-[7-[5-fluoro-1-methyl-3-piperidyl]-1,8-naphthyridin-2-yl]-3,5-dimethyl-phenol FC1CC(CN(C1)C)C1=CC=C2C=CC(=NC2=N1)C1=C(C=C(C=C1C)C)O